CN(CCNC(C(CCSCCC(=O)OCCCCCCCCC=CCCCCCCCC)NC(C(CCCCCCCC)CCCCCC)=O)=O)C octadec-9-en-1-yl 3-((4-((2-(dimethylamino)ethyl)amino)-3-(2-hexyldecanamido)-4-oxobutyl)thio)propanoate